ClC1=CC=C2C(=N1)N=C(O2)N2CCC1C2CN(CC1)C(=O)OC(C)(C)C tert-Butyl 1-(5-chlorooxazolo[4,5-b]pyridin-2-yl)-3,3a,4,5,7,7a-hexahydro-2H-pyrrolo[2,3-c]pyridine-6-carboxylate